BrC1=NC(=C(C2=C1CC(C2)CO)C)OCC(=O)NC 2-[[1-bromo-6-(hydroxymethyl)-4-methyl-6,7-dihydro-5H-cyclopenta[c]pyridin-3-yl]oxy]-N-methylacetamide